FC=1C=C(C=C(C1)F)C1=CC(=CC=C1)C[C@@H]1N(CC([C@@H]1NS(=O)(=O)CC)(F)F)C(C(C)(C)O)=O N-[(2S,3R)-2-[(3',5'-difluoro[1,1'-biphenyl]-3-yl)methyl]-4,4-difluoro-1-(2-hydroxy-2-methylpropanoyl)pyrrolidin-3-yl]ethane-sulfonamide